C(C)N(CCCOC(=O)OC(CCC(=O)OC(CCCCCCCCC(=O)[O-])CCCCCCCCC(=O)[O-])CCCCCCCCCCCC)C 2-((4-(((3-(ethyl(methyl)amino)propoxy)carbonyl)oxy)hexadecanoyl)oxy)propane-1,3-diyldioctanoate